(S)-2-Hydroxy-4-methylpent-4-enoic acid O[C@H](C(=O)O)CC(=C)C